piperazinyl-cyclotrisiloxane N1(CCNCC1)[SiH]1O[SiH2]O[SiH2]O1